F[C@@H]1CN(CC[C@@H]1NC=1C=2C=C(N(C2C=CC1)CC(F)(F)F)C1=NOC(=N1)CNC1=CC=C(C=C1)S(=O)(=O)C)C N-[(3R,4S)-3-fluoro-1-methylpiperidin-4-yl]-2-(5-{[(4-methanesulfonylphenyl)amino]methyl}-1,2,4-oxadiazol-3-yl)-1-(2,2,2-trifluoroethyl)-1H-indol-4-amine